N-methylbis{[(3,6-dimethoxy-9-carbazolylcarbonyloxy)methoxy]methyl}amine CN(COCOC(=O)N1C2=CC=C(C=C2C=2C=C(C=CC12)OC)OC)COCOC(=O)N1C2=CC=C(C=C2C=2C=C(C=CC12)OC)OC